OC(CN(CCCC(=O)OC1=C(C=C(C(=O)OCCCN(C)C)C=C1OC)OC)CC(CCCCCCCCCC)O)CCCCCCCCCC 3-(dimethylamino)propyl 4-((4-(bis(2-hydroxydodecyl)amino) butanoyl)oxy)-3,5-dimethoxybenzoate